(2-fluorobenzyl)-6-((1R,2R)-2-fluorocyclopropyl)-3-methyl-2,6-dihydro-7H-pyrazolo[3,4-d]pyridazin-7-one FC1=C(CN2N=C3C(N(N=CC3=C2C)[C@H]2[C@@H](C2)F)=O)C=CC=C1